C(C=C)OC(CCC(NC(NN(C(C(NC(OCC1C2=CC=CC=C2C=2C=CC=CC12)=O)CC1=CC2=CC=CC=C2C=C1)=O)C)=O)C)=O 11-(3-(allyloxy)-3-oxopropyl)-1-(9H-fluoren-9-yl)-7-methyl-5-(naphthalen-2-ylmethyl)-3,6,9-trioxo-2-oxa-4,7,8,10-tetraazadodecane